CN(C1=CC=C(C=N1)C1=CC=C(C=C1)N1C(C=CC=C1)C1CC1)C N-(4-(6-(dimethylamino)pyridin-3-yl)phenyl)-2-(pyridin-2-yl)cyclopropane